trichloro[N,N-bis(5,5-dimethyl-1,3,2-dioxaphosphorinanyl)-N-isopropylamine] ClC(C(C)(N(P1OCC(CO1)(C)C)P1OCC(CO1)(C)C)Cl)Cl